(2S,5R)-2-(N-(2-(dimethylamino) cyclopentane-1-carbonyl) carbamimidoyl)-7-oxo-1,6-diazabicyclo[3.2.1]octan-6-yl hydrogen sulfate S(=O)(=O)(ON1[C@@H]2CC[C@H](N(C1=O)C2)C(NC(=O)C2C(CCC2)N(C)C)=N)O